2-[4-bromo-2-(4-ethoxy-4,5-dihydroisoxazol-3-yl)phenoxy]acetic acid tert-butyl ester C(C)(C)(C)OC(COC1=C(C=C(C=C1)Br)C1=NOCC1OCC)=O